[Cl-].[O-2].[Cr+3] chromium monoxide monochloride